1-Bromo-3-[(4-nitrophenyl)sulfanyl]benzene BrC1=CC(=CC=C1)SC1=CC=C(C=C1)[N+](=O)[O-]